tert-butyl (2-(3-bromo-5-methylpyridin-2-yl)ethyl)carbamate BrC=1C(=NC=C(C1)C)CCNC(OC(C)(C)C)=O